OC=1C(=NC=CC1OC)C(=O)N[C@H](C(=O)ON(C)C(C1=CC=CC=C1)C1=CC=C(C=C1)F)C [[(4-fluorophenyl)-phenyl-methyl]-methyl-amino] (2S)-2-[(3-hydroxy-4-methoxy-pyridine-2-carbonyl) amino]propanoate